[Si].[Fe].[Al] Aluminum-iron-silicon